[18F]Fluoroethyl-choline [18F]CCOCC[N+](C)(C)C